2,5-bis(glycidyloxymethyl)styrene C(C1CO1)OCC1=C(C=C)C=C(C=C1)COCC1CO1